(R)-N-(3-(1-((2-Amino-5-(1-cyclopropyl-1H-pyrazol-4-yl)pyridin-3-yl)oxy)ethyl)phenyl)-4-(methylthio)benzamid NC1=NC=C(C=C1O[C@H](C)C=1C=C(C=CC1)NC(C1=CC=C(C=C1)SC)=O)C=1C=NN(C1)C1CC1